FC1=C(C(=C(C(=C1F)F)F)F)C(CC(C)O)O 1-(2,3,4,5,6-pentafluorophenyl)-1,3-butanediol